((2R,3S,4R,5R)-5-(4-butyramidopyrrolo[2,1-f][1,2,4]triazin-7-yl)-5-cyano-3,4-dihydroxytetrahydrofuran-2-yl)methyl propionate C(CC)(=O)OC[C@H]1O[C@@]([C@@H]([C@@H]1O)O)(C#N)C1=CC=C2C(=NC=NN21)NC(CCC)=O